C(#N)C=1C=C(C=NC1N1N=CC=N1)NC(=O)C=1C=NN(C1C(F)(F)F)C=1C=2N(C=CN1)N=CC2 N-(5-Cyano-6-(2H-1,2,3-triazol-2-yl)pyridin-3-yl)-1-(pyrazolo[1,5-a]pyrazin-4-yl)-5-(trifluoromethyl)-1H-pyrazol-4-carboxamid